CC=1N=CN(C1)C=1C=C(CN2C[C@H](CCC2)NC(OC(C)(C)C)=O)C=C(C1)NC(=O)C=1C=C(C=CC1)C1=CC(=CC=C1)S(=O)(=O)C tert-butyl (S)-(1-(3-(4-methyl-1H-imidazol-1-yl)-5-(3'-(methylsulfonyl)-[1,1'-biphenyl]-3-carboxamido)benzyl)piperidin-3-yl)carbamate